C(CCC)C(C(=O)OCCCCCCCCCN(CCCCCCCCCOC(C(CCCCCC)CCCC)=O)CCCBr)CCCCCC ((3-bromopropyl)azanediyl)bis(nonane-9,1-diyl) bis(2-butyl octanoate)